ClC1=C(C=C(OCCCC2N(C(C=3N(C=4C(=CC=CC4C3)C=3C(=NN(C3C)C)C)C2C)=O)C2=CN(C3=CC=C(C=C23)C2=NC=CC=N2)CCOC)C=C1C)C 3-(4-chloro-3,5-dimethylphenoxy)propyl-2-(1-(2-methoxyethyl)-5-(pyrimidin-2-yl)-1H-indol-3-yl)-4-methyl-6-(1,3,5-trimethyl-1H-pyrazol-4-yl)-3,4-dihydropyrazino[1,2-a]indol-1(2H)-one